potassium nitrate ascorbate zinc [Zn+2].O=C1C(O)=C([O-])[C@H](O1)[C@@H](O)CO.[N+](=O)([O-])[O-].[K+]